4-(methylsulfanyl)-9-(β-D-ribofuranosyl)-9H-pyrido[2',3':4,5]pyrrolo[2,3-d]pyrimidine CSC=1C2=C(N=CN1)N(C1=C2N=CC=C1)[C@H]1[C@H](O)[C@H](O)[C@H](O1)CO